C(C)(C)(C)OC(=O)NCC1(CCN(CC1)C=1C(=NC=C(N1)C)C(=O)OCC)C ethyl 3-(4-(((tert-butoxycarbonyl) amino) methyl)-4-methylpiperidin-1-yl)-5-methylpyrazine-2-carboxylate